BrC1=CC(=NC=C1)NC(CC1CCN(CC1)C)=O N-(4-bromopyridin-2-yl)-2-(1-methylpiperidin-4-yl)acetamide